3-(2,6-difluoro-benzyloxy)-5-phenyl-pyridin-2-ylamine FC1=C(COC=2C(=NC=C(C2)C2=CC=CC=C2)N)C(=CC=C1)F